N-[4-(2-methyl-3-pyridyl)thiazol-2-yl]-5-morpholino-pyridine-2-carboxamide CC1=NC=CC=C1C=1N=C(SC1)NC(=O)C1=NC=C(C=C1)N1CCOCC1